2,3,4,5-tetrahydro-1,4-benzothiazepine-1,1-dioxide S1(CCNCC2=C1C=CC=C2)(=O)=O